ClC1=C(C2=C(C3=C(N=C(N(C3=O)CC=3OCCN3)C3=C(C=C(C=C3)OC)C3CC3)S2)C=C1)O 7-chloro-2-(2-cyclopropyl-4-methoxyphenyl)-3-((4,5-dihydrooxazol-2-yl)methyl)-8-hydroxybenzo[4,5]thieno[2,3-d]pyrimidin-4(3H)-one